C(C)(=O)OC(CC)OC methoxy-1-propanol acetate